2-(2'-hydroxy-3',5'-di-(dimethylbenzyl)phenyl)benzotriazole OC1=C(C(C=2C=C(C=C(C2)N2N=C3C(=N2)C=CC=C3)C(C3=CC=CC=C3)(C)C)(C)C)C=CC=C1